O[C@@]1([C@@H](CC[C@H](C1)C)C(C)C)C(=O)NCCC=1C=C(C=CC1)OC[C@H](N)C(=O)OC methyl O-(3-(2-((1S,2S,5R)-1-hydroxy-2-isopropyl-5-methylcyclohexane-1-carboxamido)ethyl)phenyl)-L-serinate